7-fluoro-4-methylquinazoline FC1=CC=C2C(=NC=NC2=C1)C